(S)- and (R)-N-methyl-5-(5-methyl-1H-imidazol-2-yl)-3-(1-phenylethoxy)-1H-pyrrole-2-carboxamide CNC(=O)C=1NC(=CC1O[C@@H](C)C1=CC=CC=C1)C=1NC(=CN1)C |r|